1-(2-bromo-4-isopropyl-phenyl)-3-[(1S)-1-(2-pyrimidin-2-yl-1,2,4-triazol-3-yl)ethyl]urea BrC1=C(C=CC(=C1)C(C)C)NC(=O)N[C@@H](C)C=1N(N=CN1)C1=NC=CC=N1